C(CCCCCCCCC)(=O)[O-].C(CCCCCCCCC)(=O)[O-].C(CCC)[Sn+2]CCCC dibutyltin didecanoate